N-(hydroxyethyl)-N-methylaminopropyltrimethoxysilane OCCN(C)CCC[Si](OC)(OC)OC